(R)-4-(1-((3-morpholinopropoxy)carbonyl)-3-(trifluoromethyl)-5,6-dihydroimidazo[1,5-a]pyrazin-7(8H)-yl)-4-oxo-1-(2,4,5-trifluorophenyl)butan-2-aminium O1CCN(CC1)CCCOC(=O)C=1N=C(N2C1CN(CC2)C(C[C@@H](CC2=C(C=C(C(=C2)F)F)F)[NH3+])=O)C(F)(F)F